1,3,5-tris[[3,5-bis(1,1-dimethylethyl)-4-hydroxyphenyl]methyl]-1,3,5-triazine-2,4,6(1H,3H,5H)trione CC(C)(C)C=1C=C(C=C(C1O)C(C)(C)C)CN1C(N(C(N(C1=O)CC1=CC(=C(C(=C1)C(C)(C)C)O)C(C)(C)C)=O)CC1=CC(=C(C(=C1)C(C)(C)C)O)C(C)(C)C)=O